NC=1SC2=C(N1)C(=CC=C2)C2=C(C=C1C(=NC(=NC1=C2F)OC[C@H]2N(CCC2)C)N2CCC(CCC2)C(=O)N)Cl 1-(7-(2-aminobenzo[d]-thiazol-4-yl)-6-chloro-8-fluoro-2-(((S)-1-methylpyrrolidin-2-yl)methoxy)quinazolin-4-yl)azepane-4-carboxamide